2-(2-(cyclopropanesulfonamido)-5-methylthiazol-4-yl)-N-(4-(6-ethoxypyrazin-2-yl)-2-fluorophenyl)-2-methylpropanamide C1(CC1)S(=O)(=O)NC=1SC(=C(N1)C(C(=O)NC1=C(C=C(C=C1)C1=NC(=CN=C1)OCC)F)(C)C)C